Fmoc-threoninol C(=O)(OCC1C2=CC=CC=C2C2=CC=CC=C12)N[C@@H]([C@H](O)C)CO